C1(CCCC1)N1C=CN=C2C(NC(N=C12)(N)NC=1C=C2C=NNC2=C(C1)F)=O 8-cyclopentyl-2-((7-fluoro-1H-indazol-5-yl)amino)pterin